CN1N=C(C=C1C)NC1=NC=C(C(=N1)C1=CNC2=C(C=CC=C12)N1C(C2=C(C=CC=C2C1)N(C)C)=O)C 2-(3-(2-((1,5-dimethyl-1H-pyrazol-3-yl)amino)-5-methylpyrimidin-4-yl)-1H-indol-7-yl)-7-(dimethylamino)isoindolin-1-one